Tert-butyl 4-[(3R)-1-[1-(2,6-dioxo-3-piperidyl)-3-methyl-2-oxo-benzimidazol-5-yl]pyrrolidin-3-yl]piperidine-1-carboxylate O=C1NC(CCC1N1C(N(C2=C1C=CC(=C2)N2C[C@H](CC2)C2CCN(CC2)C(=O)OC(C)(C)C)C)=O)=O